C([C@@H]1[C@H]([C@@H]([C@H](C(O1)(O)O)O)O)O)O oxyglucose